C(C(=C)C)(=O)N.N[C@H](CCC(=O)O)C(=O)O D-glutamic acid-methacrylamide